2,7-di(tert-butyl)fluorene C(C)(C)(C)C1=CC=2CC3=CC(=CC=C3C2C=C1)C(C)(C)C